C1(=CC=C(C=C1)C(=O)C=1C=NC2=CC=CC=C2C1C1=CC=CC=C1)C1=CC=CC=C1 [1,1'-biphenyl]-4-yl-(4-phenylquinolin-3-yl)methanone